3H-1,2,4-triazole N1=NCN=C1